CC1=CC=C(C=N1)/C=C/CC(=O)NC1=CC=C(C=N1)C(=O)NC1=C(C=C(C=C1)F)N 6-((E)-4-(6-methylpyridin-3-yl)but-3-enamido)-N-(2-amino-4-fluorophenyl)pyridine-3-carboxamide